COC1=CC(=NC=C1)NC1=NC(=NN2C1=C(C(=C2)C=2C=NC=CC2)C=2C=NC=CC2)C=2N(C=CN2)C N-(4-methoxypyridin-2-yl)-2-(1-methyl-1H-imidazol-2-yl)-5,6-bis(pyridin-3-yl)pyrrolo[2,1-f][1,2,4]triazin-4-amine